N(=[N+]=[N-])CCOCCOCCC1(CC=2NC3=CC(=CC=C3C2C=C1)C(=O)N)C(=O)N 2-(2-(2-(2-azidoethoxy)ethoxy)ethyl)-9H-carbazole-2,7-dicarboxamide